(1R,3S,4S)-tert-butyl-3-((6-methylpyridin-2-yl) carbamoyl)-2-azabicyclo[2.2.1]heptane-2-carboxylate C(C)(C)(C)OC(=O)N1[C@@H]2CC[C@H]([C@H]1C(NC1=NC(=CC=C1)C)=O)C2